C(CCC=C)(=O)N[C@@H](CCCN)C(=O)O N-(4-pentenoyl)-L-ornithine